1-methyl-6-(5-(methyl(1-(1-methyl-1H-pyrazole-4-carbonyl)azetidine-3-yl)amino)pyridin-3-yl)quinolin CN1CC=CC2=CC(=CC=C12)C=1C=NC=C(C1)N(C1CN(C1)C(=O)C=1C=NN(C1)C)C